ClCC=1C(=NC=CC1SC(F)(F)F)C 3-(Chloromethyl)-2-methyl-4-[(trifluoromethyl)sulfanyl]pyridine